C(C)(=O)OCCCCCCCC\C=C\C E-9-undecenyl acetate